5-(4-fluorophenyl)-4-hydroxy-6-methyl-N-[4-[[8-(methylamino)-1,7-naphthyridin-4-yl]oxy]phenyl]pyridine-3-carboxamide FC1=CC=C(C=C1)C=1C(=C(C=NC1C)C(=O)NC1=CC=C(C=C1)OC1=CC=NC2=C(N=CC=C12)NC)O